CSCC(C=O)=CCCCCC 2-methylthiomethyl-2-octenal